C(CCC)C1OC1 butyl-oxirane